ClC=1C=C(C(=NC1O[C@H]1CCC2=C(C=CC=C12)C1=C(C=CC=C1)F)OC)CNC[C@@H]1CCC(N1)=O (S)-5-((((5-chloro-6-(((S)-4-(2-fluorophenyl)-2,3-dihydro-1H-inden-1-yl)oxy)-2-methoxypyridin-3-yl)methyl)amino)methyl)pyrrolidin-2-one